5-fluoropyrimidine-4-carbonitrile FC=1C(=NC=NC1)C#N